C1CCC2=C(C=3CCCC3C=C12)NC(=O)N(S(=O)(=N)C=1C=NN2C1N(CCC2)C(=O)OC(C)(C)C)C(C2=CC=CC=C2)(C2=CC=CC=C2)C2=CC=CC=C2 tert-butyl 3-(N-((1,2,3,5,6,7-hexahydro-s-indacen-4-yl)carbamoyl)-N-tritylsulfamimidoyl)-6,7-dihydropyrazolo[1,5-a]pyrimidine-4(5H)-carboxylate